C1(CCC1)OC1=CC=2N(C=C1C(=O)NC1=NN(C=C1)CC(F)F)C=C(N2)C21COC(C2)(C1)C 7-Cyclobutoxy-N-(1-(2,2-difluoroethyl)-1H-pyrazol-3-yl)-2-(1-methyl-2-oxabicyclo[2.1.1]hexan-4-yl)imidazo[1,2-a]pyridine-6-carboxamide